C(C=C)(=O)N1C[C@@H]2COC3=C(C(N2CC1)=O)C(=NC(=C3Cl)C3=C(C=CC=C3O)F)O[C@@H]3CN(CC3)C (6aR)-8-acryloyl-4-chloro-3-(2-fluoro-6-hydroxyphenyl)-1-(((S)-1-methylpyrrolidin-3-yl)oxy)-6,6a,7,8,9,10-hexahydro-12H-pyrazino[2,1-c]pyrido[3,4-f][1,4]oxazepin-12-one